N2-[6-fluoro-7-[rel-(3S)-3-methoxy-2,3,4,7-tetrahydro-1H-azepin-5-yl]-2,3-dihydrobenzofuran-5-yl]-N4,6-dimethyl-pyrimidine-2,4-diamine FC1=C(C2=C(CCO2)C=C1NC1=NC(=CC(=N1)NC)C)C=1C[C@@H](CNCC1)OC |o1:22|